N(=[N+]=[N-])C[C@@H]1C([C@@H]2CC[C@H]1C2)(C)C (1R,3S,4S)-3-(azidomethyl)-2,2-dimethylbicyclo[2.2.1]heptane